N-[(1R)-1-[4-isopropoxy-3-methoxy-5-(1-methylpyrazol-4-yl)phenyl]ethyl]-2-methyl-5-[(1R,5S)-8-methyl-3,8-diazabicyclo[3.2.1]oct-3-yl]benzamide C(C)(C)OC1=C(C=C(C=C1C=1C=NN(C1)C)[C@@H](C)NC(C1=C(C=CC(=C1)N1C[C@H]2CC[C@@H](C1)N2C)C)=O)OC